FC1([C@H]2C[C@H]([C@H]([C@@H](C1)N2)OC)N(C=2N=NC(=CN2)C2=C(C=C(C=C2)N2C=NC=C2)O)C)F 2-(3-(((1R,2S,3R,5R)-6,6-difluoro-2-methoxy-8-azabicyclo[3.2.1]octan-3-yl)(methyl)amino)-1,2,4-triazin-6-yl)-5-(1H-imidazol-1-yl)phenol